N-hydroxy-4-(2-methylbenzyl)-3,4-dihydro-2H-benzo[b][1,4]oxazine-6-carboxamide ONC(=O)C1=CC2=C(OCCN2CC2=C(C=CC=C2)C)C=C1